2-(azepan-1-yl)-4-((4-(4-fluoropiperidin-1-yl)phenyl)amino)pyrimido[4,5-d]pyridazin-5(6H)-one N1(CCCCCC1)C=1N=C(C2=C(C=NNC2=O)N1)NC1=CC=C(C=C1)N1CCC(CC1)F